(S)-N-(1-(3-(cyclopropylmethoxy)-4-methylphenyl)ethyl)-5-(2,4-dioxoimidazolidin-1-yl)pentane-1-sulfonamide C1(CC1)COC=1C=C(C=CC1C)[C@H](C)NS(=O)(=O)CCCCCN1C(NC(C1)=O)=O